C(C)(=O)OCCC(C)C isoamyl acetate